CC1(C[C@H](CCC1)COC(CO)(C)C)C (S)-2-((3,3-dimethylcyclohexyl)methoxy)-2-methylpropan-1-ol